C(=CC=C)C(=O)OC methyl 1,3-butadiene-carboxylate